O=C(CCCC(=O)NCC(=O)O)NCC(=O)O N,N'-(1,5-dioxo-1,5-pentanediyl)bis-glycine